5-chloro-2-(2-chloro-4-fluorophenoxy)-N-(3-sulfamoylphenyl)benzamide ClC=1C=CC(=C(C(=O)NC2=CC(=CC=C2)S(N)(=O)=O)C1)OC1=C(C=C(C=C1)F)Cl